BrC1=CC=C2CCN(CC2=C1)CCC1=CSC=C1 7-Bromo-2-(2-(thiophen-3-yl)ethyl)-1,2,3,4-tetrahydroisoquinoline